C(C)(C)OS(=S)(=O)OC(C)C diisopropylthiosulfate